N'-(3,4-dimethylphenyl)-4-(2,4-dioxopyrrolidin-3-ylidene)-4-(phenylamino)butyrylhydrazine CC=1C=C(C=CC1C)NNC(CCC(NC1=CC=CC=C1)=C1C(NCC1=O)=O)=O